FC(C=1C=C2CCNC2=CC1)(F)F 5-(trifluoromethyl)indolin